di(butoxyethoxy ethyl) adipate C(CCCCC(=O)OCCOCCOCCCC)(=O)OCCOCCOCCCC